(4S)-3,3-difluoro-4-[4-[1-[1-[(4-methoxyphenyl)methyl]-2,6-dioxo-3-piperidinyl]-3-methyl-2-oxo-imidazo[4,5-c]pyridin-4-yl]piperazin-1-yl]piperidine-1-carboxylic acid tert-butyl ester C(C)(C)(C)OC(=O)N1CC([C@H](CC1)N1CCN(CC1)C1=NC=CC2=C1N(C(N2C2C(N(C(CC2)=O)CC2=CC=C(C=C2)OC)=O)=O)C)(F)F